ClC=1C=CC2=C(C3=C(O2)C(=C(C=C3)N3C2=CC=CC=C2C=2C=CC=CC32)N3C2=CC=CC=C2C=2C=CC=CC32)C1 9,9'-(8-chlorodibenzo[b,d]furan-3,4-diyl)bis(9H-carbazole)